oxacyclobutanone C1(OCC1)=O